ClCI chloro(iodo)methane